C(N)(=O)C1=CC2=C(N(C(=N2)NC(C2=CN=CC=C2)=O)C/C=C/CN2C(=NC=3C2=NC=C(C3)C(=O)N)NC(C3=CN=CC=C3)=O)C(=C1)OCCCN1CCOCC1 (E)-3-(4-(5-carbamoyl-7-(3-morpholinopropoxy)-2-(nicotinamido)-1H-benzo[d]imidazol-1-yl)but-2-en-1-yl)-2-(nicotinamido)-3H-imidazo[4,5-b]pyridine-6-carboxamide